Cl.ClC1=C(C=CC=C1)C1(C(CCC1)=O)NC 2-(2-chlorophenyl)-2-(methylamino)cyclopentan-1-one hydrochloride